BrC1=CC=2C(=C(C3=CC(=CC=C3C2C=C1)Br)N)N 2,7-dibromo-9,10-phenanthrenediamine